BrC=1C=C2C(NC(=NC2=CC1NC(C)C)C)=O 6-bromo-7-(isopropylamino)-2-methylquinazolin-4(3H)-one